spiro(xanthene-9,9'-fluorene)-2,6-diylbis(oxycarbonyl)bisaniline C1=CC=CC=2C3=CC=CC=C3C3(C12)C1=CC=C(C=C1OC=1C=CC(=CC13)OC(=O)NC1=CC=CC=C1)OC(=O)NC1=CC=CC=C1